N-(6-(benzyloxy)-2-methyl-2H-indazol-5-yl)-5-(6-methyl-2,6-diazaspiro[3.5]nonan-2-yl)pyrazine-2-carboxamide C(C1=CC=CC=C1)OC=1C(=CC2=CN(N=C2C1)C)NC(=O)C1=NC=C(N=C1)N1CC2(C1)CN(CCC2)C